(S)-methyl 2-(((6-((4-chloro-2-fluorobenzyl)oxy)-5'-fluoro-[2,4'-bipyridin]-2'-yl)oxy)methyl)-3-(oxetan-2-ylmethyl)-3H-imidazo[4,5-b]pyridine-5-carboxylate ClC1=CC(=C(COC2=CC=CC(=N2)C2=CC(=NC=C2F)OCC2=NC=3C(=NC(=CC3)C(=O)OC)N2C[C@H]2OCC2)C=C1)F